FC1=C(C=C2CCN(CC2=C1)C(=O)OC(C)(C)C)O tert-butyl 7-fluoro-6-hydroxy-3,4-dihydro-1H-isoquinoline-2-carboxylate